CS(=O)(=O)C1=CC=C(C=C1)[S+](C1=CC=CC=C1)C1=CC=CC=C1 4-methanesulfonylphenyl-diphenyl-sulfonium